[Pb].[Ga] gallium-lead